C(C)(C)(C)C1CN([C@H]2[C@@H](O1)CCNC2)S(=O)(=O)C2=CC=C(C=C2)[N+](=O)[O-] tert-butyl-(4aR,8aS)-4-(4-nitrophenyl)sulfonyl-3,4a,5,7,8,8a-hexahydro-2H-pyrido[4,3-b][1,4]oxazine